(2s,4S)-2-((1R,5S,6S)-6-(3-(1-Hydroxy-2-methylpropan-2-yl)phenyl)-3-azabicyclo[3.1.0]hexan-3-carbonyl)-7-oxa-5-azaspiro[3.4]octan-6-on OCC(C)(C)C=1C=C(C=CC1)C1[C@@H]2CN(C[C@H]12)C(=O)C1CC2(C1)NC(OC2)=O